2-(hydroxyimino)propionic acid ON=C(C(=O)O)C